O=C1NC(CCC1N1C(N(C2=C1C=CC=C2CCCOCCOCCOCCNC(OC(C)(C)C)=O)C)=O)=O Tert-butyl N-[2-[2-[2-[3-[1-(2,6-dioxo-3-piperidyl)-3-methyl-2-oxo-benzimidazol-4-yl]propoxy]ethoxy]ethoxy]ethyl]carbamate